4-(4-((5-fluoro-2,3-dihydro-1H-inden-1-yl)oxy)phenyl)-N-((1-phenylpyrrolidin-3-yl)methyl)-1H-imidazole-1-carboxamide FC=1C=C2CCC(C2=CC1)OC1=CC=C(C=C1)C=1N=CN(C1)C(=O)NCC1CN(CC1)C1=CC=CC=C1